NC=1SC2=C(N1)C(=CC=C2)C2=C(C=C1C(=NC(=NC1=C2F)OC[C@H]2N(CCC2)C)N2CC(CCCC2)O)Cl 1-(7-(2-aminobenzo[d]thiazol-4-yl)-6-chloro-8-fluoro-2-(((S)-1-methylpyrrolidin-2-yl)methoxy)quinazolin-4-yl)azepan-3-ol